BrC(CN(S(=O)(=O)C1=CC=C(C=C1)C)C\C=C\C1=CC=C(C=C1)C(F)(F)F)=C (E)-N-(2-bromoallyl)-4-methyl-N-(3-(4-(trifluoromethyl)phenyl)allyl)benzenesulfonamide